5-chloro-2-pyrazinecarboxylic acid ClC=1N=CC(=NC1)C(=O)O